C1(CC1)C=1C=C(C=2N(C1)C=C(N2)CNC2=CC(=NC=N2)NC(=O)[C@@H]2[C@H](C2)C2=NC=CC(=N2)C)N2C(NC(C2)=O)=O (1S,2S)-N-(6-(((6-cyclopropyl-8-(2,4-dioxoimidazolidin-1-yl)imidazo[1,2-a]pyridin-2-yl)methyl)amino)pyrimidin-4-yl)-2-(4-methylpyrimidin-2-yl)cyclopropane-1-carboxamide